C(C)OC(=O)C=1C=C2C(C=C(NC2=CC1)C1=CC(=CC=C1)Br)=O 2-(3-bromophenyl)-4-oxo-1,4-dihydroquinoline-6-carboxylic acid ethyl ester